tert-Butyl 2-(6-chloro-3-(thiazol-2-ylamino)-9-tosyl-9H-carbazol-1-yl)ethylcarbamate tert-butyl-2-(3-bromo-6-chloro-9-tosyl-9H-carbazol-1-yl)ethylcarbamate C(C)(C)(C)N(C(O)=O)CCC1=CC(=CC=2C3=CC(=CC=C3N(C12)S(=O)(=O)C1=CC=C(C)C=C1)Cl)Br.ClC=1C=C2C=3C=C(C=C(C3N(C2=CC1)S(=O)(=O)C1=CC=C(C)C=C1)CCNC(OC(C)(C)C)=O)NC=1SC=CN1